S-benzoyl-N-glycyl-L-cysteine trifluoroacetic acid salt FC(C(=O)O)(F)F.C(C1=CC=CC=C1)(=O)SC[C@H](NC(CN)=O)C(=O)O